2-((Benzo[d]thiazol-5-ylmethyl)(cyclopropylmethyl)amino)-2-oxoacetic acid S1C=NC2=C1C=CC(=C2)CN(C(C(=O)O)=O)CC2CC2